4-(((tert-butyldimethylsilyl)oxy)methyl)-3-(prop-1-yn-1-yl)thieno[2,3-c]pyridine [Si](C)(C)(C(C)(C)C)OCC1=C2C(=CN=C1)SC=C2C#CC